methyl 4-(3-(4-(2-(2-aminopyridin-3-yl)-5-phenyl-3H-imidazo[4,5-b]pyridin-3-yl)phenyl)azetidine-1-carbonyl)benzoate NC1=NC=CC=C1C1=NC=2C(=NC(=CC2)C2=CC=CC=C2)N1C1=CC=C(C=C1)C1CN(C1)C(=O)C1=CC=C(C(=O)OC)C=C1